(Z)-N-Ethyl-1-(((5-(4,4,4-trifluoro-1-(3-fluoro-1-(tetrahydro-2H-pyran-2-yl)-1H-indazol-5-yl)-2-phenylbut-1-en-1-yl)pyridin-2-yl)oxy)methyl)cyclopropan-1-amine C(C)NC1(CC1)COC1=NC=C(C=C1)\C(=C(\CC(F)(F)F)/C1=CC=CC=C1)\C=1C=C2C(=NN(C2=CC1)C1OCCCC1)F